(1,3-dimesityl-4-imidazolin-2-ylidene)(2-phenylethylidene)(tricyclohexylphosphine) ruthenium dichloride [Ru](Cl)Cl.C1(=C(C(=CC(=C1)C)C)N1C(N(C=C1)C1=C(C=C(C=C1C)C)C)=C1C(C(CCC1)P(C1CCCCC1)C1CCCCC1)=CCC1=CC=CC=C1)C